CC1(C(NC(CC1)=O)=O)/N=C/C1=CC=CC=C1 3-methyl-3-[(E)-(phenylmethylene)amino]piperidine-2,6-dione